C1=NC(=CC2=CC=CC=C12)C(C(=O)OCC)C Ethyl 2-(3-isoquinolinyl)-propionate